NC(CNC(=O)C1=NC(=CN=C1)C=1NC2=CC=CC=C2C1C(C)C)(C)C N-(2-amino-2-methylpropyl)-6-(3-isopropyl-1H-indol-2-yl)pyrazine-2-carboxamide